2-[2-[(E)-3-[4-[(E)-Hept-1-enyl]phenyl]prop-2-enoyl]-5-[(Z)-pent-2-en-3-yl]oxyphenoxy]acetic acid C(=C\CCCCC)/C1=CC=C(C=C1)/C=C/C(=O)C1=C(OCC(=O)O)C=C(C=C1)O\C(=C/C)\CC